C1(CCC1)C=1C(=CC(=C(CN2CCC3(CN(C(O3)=O)C3=CC=C(C=C3)S(=O)(=O)O)CC2)C1)OCC)C1=NC=C(C=C1)F 4-(8-(5-cyclobutyl-2-ethoxy-4-(5-fluoropyridin-2-yl)benzyl)-2-oxo-1-oxa-3,8-diazaspiro[4.5]decan-3-yl)benzenesulfonic acid